C(=O)O.FC(CO)(F)C=1C=C(C=CC1)[C@@H](C)NC1=NC(=NC2=CC=C(C=C12)N(C1=NN(C(C=C1)=O)CC(=O)N(C)C)C)C (R)-2-(3-((4-((1-(3-(1,1-difluoro-2-Hydroxyethyl)phenyl)ethyl)amino)-2-methylquinazolin-6-yl)(methyl)amino)-6-oxopyridazin-1(6H)-yl)-N,N-Dimethylacetamide formate